3-methyl-4-(4,4,5,5-tetramethyl-1,3,2-dioxaborolan-2-yl)benzoic acid CC=1C=C(C(=O)O)C=CC1B1OC(C(O1)(C)C)(C)C